CCCC/C(=N/O)/C Hexanone oxime